2-vinylbenzene-1,4-diol C(=C)C1=C(C=CC(=C1)O)O